(3-formylbenzo[4,5]imidazo[1,2-a]pyrazin-1-yl)carbamic acid tert-butyl ester C(C)(C)(C)OC(NC=1C=2N(C=C(N1)C=O)C1=C(N2)C=CC=C1)=O